CCCCCCCC/C=C\\CCCCC/C=C/C(=O)SCCNC(=O)CCNC(=O)[C@@H](C(C)(C)COP(=O)(O)OP(=O)(O)OC[C@@H]1[C@H]([C@H]([C@@H](O1)N2C=NC3=C(N=CN=C32)N)O)OP(=O)(O)O)O The molecule is a polyunsaturated fatty acyl-CoA that results from the formal condensation of the thiol group of coenzyme A with the carboxy group of (2E,9Z)-octadecadienoic acid. It is a trans-2-enoyl-CoA, an 11,12-saturated fatty acyl-CoA and an octadecadienoyl-CoA. It is a conjugate acid of a (2E,9Z)-octadecadienoyl-CoA(4-).